tert-butyl N-methyl-N-[(3S)-1-[3-(2-methylpyrimidin-5-yl)-1-(2-trimethylsilylethoxymethyl) pyrrolo[2,3-b]pyridin-4-yl]-3-piperidyl]carbamate CN(C(OC(C)(C)C)=O)[C@@H]1CN(CCC1)C1=C2C(=NC=C1)N(C=C2C=2C=NC(=NC2)C)COCC[Si](C)(C)C